C1=CC=CC=2C3=CC=CC=C3C(C12)CN(C(O)=O)[C@@H](CC1=CC(=CC=C1)CN=[N+]=[N-])C=O.ClC1=CC(=C(COC2=CC=CC(=N2)N2CCCCC2)C=C1)F (6-((4-chloro-2-fluorobenzyl)oxy)pyridin-2-yl)piperidine (S)-(9H-fluoren-9-yl)methyl-(1-(3-(azidomethyl)phenyl)-3-oxopropan-2-yl)carbamate